3,4-Difluorobenzoic acid [(2R)-3-(3-ethyl-4-oxo-spiro[6,8-dihydro-5H-pyrazolo[4,3-c]azepin-7,4'-tetrahydropyran]-1-yl)-2-methyl-propyl] ester C(C)C1=NN(C2=C1C(NCC1(CCOCC1)C2)=O)C[C@H](COC(C2=CC(=C(C=C2)F)F)=O)C